O[C@@H]1C[C@H]2[C@H](CCCC3=C(O2)C=C(C=C3)C(=O)O)[C@H]1\C=C\C(C(CCCC)=C)O (2R,3R,3aR,11aS)-2-hydroxy-3-[(1E,3ξ)-3-hydroxy-4-methylene-1-octen-1-yl]-1,2,3,3a,4,5,6,11a-octahydrobenzo[b]cyclopenta[g]oxocine-9-carboxylic acid